C(C)(C)C1(NC(NC1=O)=O)C1=C(C=C(C(=O)O)C=C1)OC 4-(4-isopropyl-2,5-dioxo-imidazolidin-4-yl)-3-methoxybenzoic acid